FC1=C(C2=C(C=C(C=C2C=C1)OCOC)B1OC(C(O1)(C)C)(C)C)C#CCCC(=O)OC Methyl 5-(2-fluoro-6-(methoxymethoxy)-8-(4,4,5,5-tetramethyl-1,3,2-dioxaborolan-2-yl)naphthalen-1-yl)pent-4-ynoate